4-(2-fluoro-6-methoxyphenyl)-2-(6-methyl-2-(((R)-pyrrolidin-3-yl)amino)pyrimidin-4-yl)-2,3-dihydro-1H-pyrrolo[3,4-c]pyridin-1-one FC1=C(C(=CC=C1)OC)C1=NC=CC2=C1CN(C2=O)C2=NC(=NC(=C2)C)N[C@H]2CNCC2